2-butyl-2H-tetrazol C(CCC)N1N=CN=N1